N-(7-chloro-1,2,3,4-tetrahydroisoquinolin-8-yl)-3-methylpyridine-2-sulfonamide ClC1=CC=C2CCNCC2=C1NS(=O)(=O)C1=NC=CC=C1C